3-(3-((benzyloxy)methyl)-3-methyl-6-oxo-2,3,6,8-tetrahydro-7H-furo[2,3-e]isoindol-7-yl)piperidine-2,6-dione C(C1=CC=CC=C1)OCC1(COC2=C3CN(C(C3=CC=C21)=O)C2C(NC(CC2)=O)=O)C